C(C)(=O)O[C@@H](CC)[C@H]1O[C@H]([C@@H](C1)OC(C)=O)N1C2=NC(=NC=C2N(C1=O)CC1CC1)NC(C)=O (S)-1-((2S,4R,5R)-5-(2-Acetamido-7-(cyclopropylmethyl)-8-oxo-7,8-dihydro-9H-purin-9-yl)-4-acetoxytetrahydrofuran-2-yl)propyl acetate